1-(5-(((2S,4R)-1-((4,4-difluorocyclohexyl)methyl)-2-methylpiperidin-4-yl)methyl)pyrazolo[1,5-a]pyridin-3-yl)-5-methoxypyrimidine-2,4(1H,3H)-dione FC1(CCC(CC1)CN1[C@H](C[C@@H](CC1)CC1=CC=2N(C=C1)N=CC2N2C(NC(C(=C2)OC)=O)=O)C)F